FC(C=1NC(=C(C(C1C(=O)OC)C1=C(C(=CC=C1)F)C(C)F)C(=O)OCC)C)F 5-ethyl 3-methyl 2-(difluoromethyl)-4-(3-fluoro-2-(1-fluoroethyl) phenyl)-6-methyl-1,4-dihydropyridine-3,5-dicarboxylate